1,1-dimethylethyl 13-amino-5,8,11-trioxa-2-azatridecanoate NCCOCCOCCOCCNC(=O)OC(C)(C)C